FC=1C=CC(=C2C=C(NC(C12)=O)CCC(N1CCC(CC1)NC1=CC=C(C=C1)C(F)(F)F)=O)C 8-fluoro-5-methyl-3-(3-oxo-3-(4-((4-(trifluoromethyl)phenyl)amino)piperidin-1-yl)propyl)isoquinolin-1(2H)-one